p-toluidine-4-sulfonic acid NC1=CCC(C=C1)(C)S(=O)(=O)O